6-(1-(2-(dimethylamino)-2-oxoethyl)-2-oxo-1,2-dihydropyridin-4-yl)-2-methylquinolin-4-yl triflate O(S(=O)(=O)C(F)(F)F)C1=CC(=NC2=CC=C(C=C12)C1=CC(N(C=C1)CC(=O)N(C)C)=O)C